C(C1=CC=CC=C1)OC(=O)N[C@@H](C(=O)OCC1=CC=CC=C1)CNC(=O)C1=CC2=NC=C(C(=C2S1)C)C (R)-Benzyl 2-(((benzyloxy)carbonyl)amino)-3-(6,7-dimethylthieno[3,2-b]pyridine-2-carboxamido)propanoate